COC=1C=CC2=C(C=C(O2)OCC(=O)N(CC=2SC=CC2)C2=NNC=C2)C1 2-((5-methoxybenzofuran-2-yl)oxy)-N-(1H-pyrazol-3-yl)-N-(thiophen-2-ylmethyl)-acetamide